O1CCC(=CC1)C1=CC=C(N=N1)C(=O)NC1=C(C=NC=C1)NC1=CC=C(C=C1)F 6-(3,6-Dihydro-2H-pyran-4-yl)-N-{3-[(4-fluorophenyl)amino]pyridin-4-yl}pyridazine-3-carboxamide